C12CN(CC2C1)CCOC(C)(C)C1=CC=CC=N1 6-(2-(2-(3-azabicyclo[3.1.0]hexan-3-yl)ethoxy)propan-2-yl)pyridin